3-(4-nitro-phenoxy)-azetidine-1-carboxylic acid tert-butyl ester C(C)(C)(C)OC(=O)N1CC(C1)OC1=CC=C(C=C1)[N+](=O)[O-]